4-Acetyl-3,4-dihydro-2H-benzo[b][1,4]oxazin-5-carboxylate C(C)(=O)N1C2=C(OCC1)C=CC=C2C(=O)[O-]